C(C)SC=1N=NN(N1)CC1=CC=C(C=C1)C=C 5-ethylthio-2-(4-vinylbenzyl)-2H-tetrazole